C(N)(=N)C=1C=C(SC1)CNC(=O)[C@H]1N(CC2(OCCO2)C1)C(CNC(C1=NC=C(C=C1F)C1=CC=CC=C1)=O)=O (S)-N-((4-carbamimidoylthiophen-2-yl)methyl)-7-((3-fluoro-5-phenylpicolinoyl)glycyl)-1,4-dioxa-7-azaspiro[4.4]nonane-8-carboxamide